FC(C(=O)O)(F)F.FC(C(=O)O)(F)F.CC=1C=C(C(=O)NC2=C(C=C(C=C2)C=2CCNCC2)C)C=CC1C=1CCNCC1 3-methyl-N-(2-methyl-4-(1,2,3,6-tetrahydropyridin-4-yl)phenyl)-4-(1,2,3,6-tetrahydropyridin-4-yl)benzamide bistrifluoroacetic acid salt